((2R,3R,4R,5R)-5-(2-amino-6-(methylamino)-9H-purin-9-yl)-4-fluoro-4-methyl-3-(2-phenylacetoxy)tetrahydrofuran-2-yl)methyl propionate C(CC)(=O)OC[C@H]1O[C@H]([C@]([C@@H]1OC(CC1=CC=CC=C1)=O)(C)F)N1C2=NC(=NC(=C2N=C1)NC)N